4-amino-7-fluoro-1-methyl-N-(4-methyl-2-oxopiperazin-1-yl)-N-((5-(trifluoromethyl)pyridin-2-yl)methyl)-1H-pyrazolo[4,3-c]quinoline-8-carboxamide NC1=NC=2C=C(C(=CC2C2=C1C=NN2C)C(=O)N(CC2=NC=C(C=C2)C(F)(F)F)N2C(CN(CC2)C)=O)F